COC1=CC=C(C=N1)C1=CCC(CC1)C#N 4-(6-methoxypyridin-3-yl)cyclohex-3-ene-1-carbonitrile